1,3-diamino-5-(dimethylphosphino)benzene NC1=CC(=CC(=C1)P(C)C)N